BrC=1N=C(SC1)[Sn](CCCC)(CCCC)CCCC 4-bromo-2-(tributylstannyl)thiazole